CC1=NC2=C(C=CC=C2C=C1CC(=O)OC(C)(C)C)C tert-butyl 2-(2,8-dimethylquinolin-3-yl)acetate